ethyl 4-chloro-5-iodopyrazolo[1,5-a]pyridine-3-carboxylate ClC=1C=2N(C=CC1I)N=CC2C(=O)OCC